NC(C(=O)O)(COC)C 2-AMINO-3-METHOXY-2-METHYLPROPANOIC ACID